NC=1C=2N(C=CN1)C(=CN2)C(=O)C2=CC(=NC=C2F)C2=CC(=C(C=C2)F)F (8-aminoimidazo[1,2-a]pyrazin-3-yl)(2-(3,4-difluorophenyl)-5-fluoropyridin-4-yl)methanone